(3AR,5R,6aS)-5-(3-(5-fluoropyrimidin-2-yl)benzyl)-2-oxohexahydro-2H-cyclopenta[d]Azole-5-carboxylic acid methyl ester COC(=O)[C@@]1(C[C@H]2[C@@H](CC(N2)=O)C1)CC1=CC(=CC=C1)C1=NC=C(C=N1)F